2-(iodoethyl)benzene ICCC1=CC=CC=C1